C1=CC=C(C=2OC3=C(C21)C=CC=C3)B(O)O dibenzo[b,d]Furan-4-boronic acid